O=C1OCCCCC1 1-oxa-2-oxocycloheptane